trimethylene 2,4-furandicarboxylate O1C2=CC(=C1)C(=O)OCCCOC2=O